2-(1-(trifluoromethyl)cyclopropanecarbonyl)-2,6-diazaspiro[3.4]octane-8-carboxamide FC(C1(CC1)C(=O)N1CC2(C1)CNCC2C(=O)N)(F)F